O[C@@H]1C[C@H](N(C1)C(=O)[C@H](C(C)(C)C)N1N=NC(=C1)CN1CCC(CC1)C(=O)OC)C(NC)=O methyl 1-[[1-[(1S)-1-[(2S,4R)-4-hydroxy-2-(methylcarbamoyl) pyrrolidine-1-carbonyl]-2,2-dimethyl-propyl]triazol-4-yl]methyl]piperidine-4-carboxylate